NC1=NC=2C=C(C(=CC2C2=C1C=NN2C)C(=O)N(N(C)CCOC)CC2=C(C=C(C=C2)C(F)(F)F)F)F 4-amino-7-fluoro-N-(2-fluoro-4-(trifluoromethyl)benzyl)-N'-(2-methoxyethyl)-N',1-dimethyl-1H-pyrazolo[4,3-c]quinoline-8-carbohydrazide